5-(4-methylphenyl)-4-oxo-1-(tetrahydro-2H-pyran-4-ylmethyl)-1,4-dihydropyridine-3-carboxylic acid ethyl ester C(C)OC(=O)C1=CN(C=C(C1=O)C1=CC=C(C=C1)C)CC1CCOCC1